C(C1=CC=CC=C1)N1CCC(CC1)(C1=C(C=CC=C1)F)NC(OC(C)(C)C)=O Tert-butyl (1-benzyl-4-(2-fluorophenyl)piperidin-4-yl)carbamate